((2R,3R)-3-(2-methylphenyl)-1,4-dioxaspiro[4.5]dec-2-yl)methanol CC1=C(C=CC=C1)[C@@H]1[C@H](OC2(O1)CCCCC2)CO